1,3,5-benzenetrinitrile (1-methyloctyl)heptanedioate CC(CCCCCCC)OC(CCCCCC(=O)O)=O.C1(=CC(=CC(=C1)C#N)C#N)C#N